C(CCCCCCC\C=C/C\C=C/CCCCC)(=O)O (9z,12z)-octadeca-9,12-dienoic acid